Tert-butyl 4-(5-bromopyridin-2-yl)-2-oxopyrrolidine-1-carboxylate BrC=1C=CC(=NC1)C1CC(N(C1)C(=O)OC(C)(C)C)=O